COC([C@H](CC1=C(C=C(C=C1)Br)Cl)NC(=O)OC(C)(C)C)=O (S)-3-(4-bromo-2-chlorophenyl)-2-((tert-butoxycarbonyl)amino)propionic acid methyl ester